(3,3,3-trifluoropropyl)triethoxysilane FC(CC[Si](OCC)(OCC)OCC)(F)F